FC(CN1N=C(C=2C1=NC(=NC2)N2CC1(C2)CN(CC1)C1=NC(=NC(=C1)C(F)(F)F)C)C)F 2-[1-(2,2-difluoroethyl)-3-methyl-1H-pyrazolo[3,4-d]pyrimidin-6-yl]-6-[2-methyl-6-(trifluoromethyl)pyrimidin-4-yl]-2,6-diazaspiro[3.4]octane